1-(4-nitrophenyl)-1-penten-3-one [N+](=O)([O-])C1=CC=C(C=C1)C=CC(CC)=O